12,13-Epoxy-9,15-octadecadienoic acid C(CCCCCCCC=CCC1C(CC=CCC)O1)(=O)O